FC1=CC(=C(C=C1)C1=C2C=NN(C2=CC(=C1)CC1CN(C1)CC1(CCC(CC1)NC(OC(C)(C)C)=O)C)C)C(=O)N1[C@@H](COCC1)C Tert-butyl N-[(4r)-4-({3-[(4-{4-fluoro-2-[(3R)-3-methylmorpholine-4-carbonyl]phenyl}-1-methyl-1H-indazol-6-yl)methyl]azetidin-1-yl}methyl)-4-methylcyclohexyl]carbamate